C1(CC1)[C@@]1(NC(NC1=O)=O)CNC(=O)C1=NN(N=C1)C1=NC=CC=C1 N-{[(4R)-4-cyclopropyl-2,5-dioxoimidazolidin-4-yl]methyl}-2-(pyridin-2-yl)-2H-1,2,3-triazole-4-carboxamide